2-methylene-4,7-dimethyl-1,3-dioxepane C=C1OC(CCC(O1)C)C